3-iodo-terphenyl IC=1C=C(C=CC1)C=1C(=CC=CC1)C1=CC=CC=C1